6-chloro-3-(1,2,3,4-tetrahydroquinolin-1-yl)pyridin-2-ol ClC1=CC=C(C(=N1)O)N1CCCC2=CC=CC=C12